C[Ge](C(C)(C)C)C dimethyl-t-butyl-germanium